(R)-3-chloropropanol ClCCCO